(2S,4R)-1-isobutyl-2-methylpiperidin C(C(C)C)N1[C@H](CCCC1)C